CC=1C=C(C2=C(C=CC=C2C1)O)O 3-methyl-1,8-naphthalenediol